(R)-N-(1-(3-(1,1-difluoro-2-(oxetan-3-yloxy)ethyl)-2-fluorophenyl)ethyl)-7-methoxy-6-(2-methoxyethoxy)-2-methylquinazolin-4-amine FC(COC1COC1)(F)C=1C(=C(C=CC1)[C@@H](C)NC1=NC(=NC2=CC(=C(C=C12)OCCOC)OC)C)F